bis(indenyl)methyl-trimethylsilylzirconium C1(C=CC2=CC=CC=C12)C(C1C=CC2=CC=CC=C12)[Zr][Si](C)(C)C